N-(1-(6-chloro-2-oxo-7-(pyridin-2-ylmethoxy)-1,2-dihydroquinolin-3-yl)ethyl)-2-methylpropan-2-sulfinamide ClC=1C=C2C=C(C(NC2=CC1OCC1=NC=CC=C1)=O)C(C)NS(=O)C(C)(C)C